N-[[3-(2-cyclopropyl-4-pyridyl)-1,2,4-oxadiazol-5-yl]methyl]-2-methyl-5-(trifluoromethyl)pyrazole-3-carboxamide C1(CC1)C1=NC=CC(=C1)C1=NOC(=N1)CNC(=O)C=1N(N=C(C1)C(F)(F)F)C